C([C@@H](O)CC(=O)O)(=O)O.CN1CCN(CC1)C1=CC=C(C(=O)NC2=NNC3=CC(=CC=C23)OCCOCC2=CC=C(C=C2)C(F)(F)F)C=C1 4-(4-methyl-piperazin-1-yl)-N-{6-[2-(4-trifluoromethyl-benzyloxy)-ethoxy]-1H-indazol-3-yl}-benzamide L-malate salt